CN1[C@H]([C@H](CCCC1)C1=CC=2C(=NC=CC2NC=2C=CC3=C(N=CS3)C2)S1)C N-(2-((2S,3S)-1,2-dimethylazepan-3-yl)thieno[2,3-b]pyridin-4-yl)benzo[d]thiazol-5-amine